1-(((3S)-1-(1-azaspiro[3.3]hept-1-ylsulfonyl)-3-piperidinyl)carbonyl)-N-(4-(trifluoromethyl)benzyl)-D-prolinamide N1(CCC12CCC2)S(=O)(=O)N2C[C@H](CCC2)C(=O)N2[C@H](CCC2)C(=O)NCC2=CC=C(C=C2)C(F)(F)F